tert-butyl N-[2-fluoro-3-({6-fluoro-7-hydroxy-2-oxo-2,3-dihydrospiro[1,3-benzoxazine-4,3'-oxetan]-3-yl}methyl)phenyl]carbamate FC1=C(C=CC=C1CN1C(OC2=C(C=C(C(=C2)O)F)C12COC2)=O)NC(OC(C)(C)C)=O